NCCCC(C(CCCN)C)N (3-aminopropyl)-2-methyl-1,5-pentanediamine